BrC=1C(N(C2=CC=C(C=C2C1C)C1CC1)C)=O 3-bromo-6-cyclopropyl-1,4-dimethylquinolin-2(1H)-one